ClC=1C=C2C(=NC1)N(N=C2N)C 5-chloro-1-methyl-1H-pyrazolo[3,4-b]pyridin-3-amine